FC=1C(=NC(=NC1)C1=C(N=C2N1C=CC=C2)C(F)(F)F)NC2=CC=C(C=C2)C 5-fluoro-N-(4-methylphenyl)-2-[2-(trifluoromethyl)imidazo[1,2-a]pyridin-3-yl]pyrimidin-4-amine